ethyl 2-({6-[(1,3-benzothiazol-2-yl)amino]-5-methylpyridazin-3-yl}(methyl)amino)-5-[1-(2-methylpropyl)azetidin-3-yl]-1,3-thiazole-4-carboxylate S1C(=NC2=C1C=CC=C2)NC2=C(C=C(N=N2)N(C=2SC(=C(N2)C(=O)OCC)C2CN(C2)CC(C)C)C)C